trans-1-((4-((S)-3-(3-cyano-5-fluorophenyl)isoxazolidine-2-carbonyl)cyclohexyl)methyl)-4-fluoro-1H-indazole-6-carbonitrile C(#N)C=1C=C(C=C(C1)F)[C@H]1N(OCC1)C(=O)[C@@H]1CC[C@H](CC1)CN1N=CC2=C(C=C(C=C12)C#N)F